N-(1-(7-fluoro-9-oxo-1,2,3,9-tetrahydropyrrolo[2,1-b]quinazolin-5-yl)ethylidene)-2-methylpropane-2-sulfinamide FC1=CC=2C(N3C(=NC2C(=C1)C(C)=NS(=O)C(C)(C)C)CCC3)=O